N1CCC(CC1)C1=C2C=CN=CC2=CC=C1 5-(piperidin-4-yl)isoquinoline